C(#N)C=1C(=NC(=C(C1CC)C#N)N1CCN(CC1)CC=1C=NOC1)SC(C(=O)N)C1=CC=CC=C1 2-((3,5-dicyano-4-ethyl-6-(4-(isoxazol-4-ylmethyl)piperazin-1-yl)pyridin-2-yl)sulfanyl)-2-phenylacetamide